(S)-2-cyclopentyloxy-3,9,10-trimethoxy-6,8,13,13a-tetrahydro-5H-dibenzo[a,g]quinolizine C1(CCCC1)OC=1C(=CC2=C([C@@H]3CC4=C(CN3CC2)C(=C(C=C4)OC)OC)C1)OC